C(C)(C)(C)OC(CCCCCCCCCCC(=O)O)=O 12-(tert-butoxy)-12-oxododecanoic acid